tert-butyl 3-[4-(3-chloro-2-fluoro-phenoxy)quinazolin-6-yl]azetidine-1-carboxylate ClC=1C(=C(OC2=NC=NC3=CC=C(C=C23)C2CN(C2)C(=O)OC(C)(C)C)C=CC1)F